OC[C@@H]1N(C[C@@H]([C@H]([C@@H]1O)O)O)C[C@@H]1CN(CC1)C1=NC(=CC=C1)C(F)(F)F (2S,3R,4R,5S)-2-(hydroxymethyl)-1-(((R)-1-(6-(trifluoromethyl)pyridin-2-yl)pyrrolidin-3-yl)methyl)piperidine-3,4,5-triol